5-({6-[2-hydroxy-4-(trifluoromethyl)phenyl]-5-methyl-1,2,4-triazin-3-yl}amino)piperidine-1,2-dicarboxylic acid OC1=C(C=CC(=C1)C(F)(F)F)C1=C(N=C(N=N1)NC1CCC(N(C1)C(=O)O)C(=O)O)C